CC1=CC=C(C=C1)S(=O)(=O)OC[C@@H]1CC[C@H]2COCC(N21)=O ((6S,8aS)-4-Oxohexahydro-1H-pyrrolo[2,1-c][1,4]oxazin-6-yl)methyl 4-methylbenzenesulfonate